O=C1N(C(CC1)=O)OC(C(C)OCCOCCOCCOCCOCCOCCOCCOCCNC(CCN1C(C=CC1=O)=O)=O)=O 2-[2-[2-[2-[2-[2-[2-[2-[2-[3-(2,5-dioxo-2,5-dihydro-pyrrol-1-yl)-propionylamino]-ethoxy]ethoxy]ethoxy]ethoxy]ethoxy]ethoxy]ethoxy]ethoxy]-propionic acid-2,5-dioxo-pyrrolidin-1-yl ester